7-methyl-N-(6-(1-methyl-1H-pyrazol-4-yl)isoquinolin-3-yl)-7-azaspiro[3.5]nonane-2-carboxamide CN1CCC2(CC(C2)C(=O)NC=2N=CC3=CC=C(C=C3C2)C=2C=NN(C2)C)CC1